N-(4-((6-(3-Cyano-4-hydroxyphenyl)-8-methyl-7-oxo-7,8-dihydropyrido[2,3-d]pyrimidin-2-yl)amino)phenyl)methanesulfonamide C(#N)C=1C=C(C=CC1O)C1=CC2=C(N=C(N=C2)NC2=CC=C(C=C2)NS(=O)(=O)C)N(C1=O)C